C(CCCCCCCCCCCCCCC)N1C(=C(C(C2=C(C=C(C=C12)OC1OCCCC1)OC1OCCCC1)=O)OC1OCCCC1)C1=CC(=C(C(=C1)OC1OCCCC1)OC1OCCCC1)OC1OCCCC1 N-hexadecyl-2-(3,4,5-tri-tetrahydropyranyloxyphenyl)-3,5,7-tri-tetrahydropyranyloxylquinolin-4-one